CN1NN(CCC1)C 1,3-dimethyl-hexahydro-triazine